ethyl keton (3R)-3-((tert-butoxycarbonyl)amino)-4-oxo-cyclopentanecarboxylate C(C)(C)(C)OC(=O)N[C@@H]1CC(CC1=O)C(=O)O.C(C)C(=O)CC